(1S,4S)-tert-Butyl 5-(4-((3-chloro-4-(((S)-tetrahydrofuran-3-yl)methoxy)phenyl)amino)pyrido[3,2-d]pyrimidin-6-yl)-2,5-diazabicyclo[2.2.1]heptane-2-carboxylate ClC=1C=C(C=CC1OC[C@@H]1COCC1)NC=1C2=C(N=CN1)C=CC(=N2)N2[C@@H]1CN([C@H](C2)C1)C(=O)OC(C)(C)C